C(C(=C)C)(=O)OCCC[Si](O[Si](C)(C)C)(O[Si](C)(C)C)O[Si](C)(C)C Methacryloxypropyltris(trimethylsiloxy)silane